ClC1=C(C(=O)OC2=C(C(=C(C(=C2F)F)F)F)F)C=CC(=C1S(=O)(=O)C)OC(C(F)F)(F)F (2,3,4,5,6-pentafluorophenyl) 2-chloro-3-methylsulfonyl-4-(1,1,2,2-tetrafluoroethoxy)benzoate